C(C)(C)(C)OC(N[C@H]1CN(CCC1)C1C(CC(C1)C1=CC=C(C=C1)F)O)=O Trans-(3R)-1-(4-(4-fluorophenyl)-2-hydroxycyclopentyl)piperidin-3-ylcarbamic acid tert-butyl ester